CO[C@H]1C[C@@H](CC1)C1=C(C(=CC=C1)N)N (trans-(1r,3r)-3-methoxycyclopentyl)benzene-1,2-diamine